trans-4-((6-(Dimethylamino)-[3,4'-bipyridin]-2'-yl)((trans-4-(4-methoxy-3-methylphenyl)cyclohexyl)methyl) carbamoyl)cyclohexyl methylcarbamate CNC(O[C@@H]1CC[C@H](CC1)C(N(C[C@@H]1CC[C@H](CC1)C1=CC(=C(C=C1)OC)C)C1=NC=CC(=C1)C=1C=NC(=CC1)N(C)C)=O)=O